tert-Butyl 4-(2-(6-fluoro-4-oxo-2-thioxo-1,4-dihydroquinazolin-3(2H)-yl)ethyl)piperazine-1-carboxylate FC=1C=C2C(N(C(NC2=CC1)=S)CCN1CCN(CC1)C(=O)OC(C)(C)C)=O